NCCNCCNCCNCCNCCNCCNCCN heptaethylene-octamine